4'-phenylbenzophenone C1(=CC=CC=C1)C1=CC=C(C=C1)C(C1=CC=CC=C1)=O